CN(C(OC(C)(C)C)=O)C1CCN(CC1)C=1C=NC(=CC1)[N+](=O)[O-] tert-Butyl methyl(1-(6-nitropyridin-3-yl)piperidin-4-yl)carbamate